ClC=1N=C(C=2N=CN([C@H]3[C@H](O)[C@H](O)[C@@H](CO)O3)C2N1)NCC1=CC(=CC=C1)I 2-chloro-N6-(3-iodobenzyl)-adenosine